5-amino-4-(5-(6-amino-5-cyano-4-methylpyridin-2-yl)-3-methyl-1-oxoisoindolin-2-yl)-5-oxopentanoic acid tert-butyl ester C(C)(C)(C)OC(CCC(C(=O)N)N1C(C2=CC=C(C=C2C1C)C1=NC(=C(C(=C1)C)C#N)N)=O)=O